1-(2-methyl-2-propenyl)piperazine CC(CN1CCNCC1)=C